3-fluoro-2-hydroxy-5-(4-(6-(pyrrolidin-1-yl)pyrazin-2-yl)piperidine-1-carbonyl)benzaldehyde FC=1C(=C(C=O)C=C(C1)C(=O)N1CCC(CC1)C1=NC(=CN=C1)N1CCCC1)O